FC1=CC=C(C=C1)N1N=C(C=C(C1=O)C(=O)O)C(C)C 2-(4-Fluorophenyl)-6-isopropyl-3-oxo-2,3-dihydropyridazine-4-carboxylic acid